C(C)(=O)N1C(C2=CC=C(C=C2C1)S(=O)(=O)CC)C(=O)NC1=CC=C(C=C1)C(C(F)(F)F)(C(F)(F)F)O 2-acetyl-5-(ethyl-sulfonyl)-N-[4-(1,1,1,3,3,3-hexafluoro-2-hydroxypropan-2-yl)phenyl]-2,3-dihydro-1H-isoindole-1-carboxamide